2-[4-cyclopropyl-6-(difluoromethoxy)pyrimidin-5-yl]-5-methoxy-4-methylsulfanyl-pyrimidine C1(CC1)C1=NC=NC(=C1C1=NC=C(C(=N1)SC)OC)OC(F)F